NC1=C(C(=NC=N1)OC1=C(C=C(C=C1)NC(OC(C)(C)C)=O)F)C=O tert-butyl (4-((6-amino-5-formylpyrimidin-4-yl)oxy)-3-fluorophenyl)carbamate